(1R,2R)-2-fluoro-N-(3-(4-methyl-6-propionylpyridin-3-yl)-2-(morpholine-4-carbonyl)-1,6-naphthyridin-7-yl)cyclopropane-1-carboxamide F[C@H]1[C@H](C1)C(=O)NC1=NC=C2C=C(C(=NC2=C1)C(=O)N1CCOCC1)C=1C=NC(=CC1C)C(CC)=O